(E)-3-(4-((E)-2-(2-chloro-4-Fluorophenyl)-1-(1H-indazol-5-yl)but-1-en-1-yl)phenyl)acrylic acid ClC1=C(C=CC(=C1)F)/C(=C(/C=1C=C2C=NNC2=CC1)\C1=CC=C(C=C1)/C=C/C(=O)O)/CC